4-[(1ξ)-1-aminoethyl]-6-[(2R)-2-methylpyrrolidin-1-yl]-2-[6-(4-propyl-4H-1,2,4-triazol-3-yl)pyridin-2-yl]-2,3-dihydro-1H-pyrrolo[3,4-c]pyridin-1-one NC(C)C1=NC(=CC2=C1CN(C2=O)C2=NC(=CC=C2)C2=NN=CN2CCC)N2[C@@H](CCC2)C